FC(C1=CC(=NC=C1)C(=O)NCC(=O)OC(C)(C)C)(F)F tert-butyl (4-(trifluoromethyl)picolinoyl)glycinate